4-[5-[(6-Amino-2-pyridyl)sulfonylcarbamoyl]-6-[(4S)-2,2,4-trimethylpyrrolidin-1-yl]-2-pyridyl]-3,6-dihydro-2H-pyridin NC1=CC=CC(=N1)S(=O)(=O)NC(=O)C=1C=CC(=NC1N1C(C[C@@H](C1)C)(C)C)C=1CCNCC1